FC1([C@@H](CCC1)OC=1C=2N(C=NC1C=1C=NNC1)N=C(N2)N[C@H](CF)C)F |&1:2| 8-(((rac)-2,2-difluorocyclopentyl)oxy)-N-((S)-1-fluoropropan-2-yl)-7-(1H-pyrazol-4-yl)-[1,2,4]triazolo[1,5-c]pyrimidin-2-amine